BrC1=CN(C2=NC=CC(=C21)OC2=C(C=C(C=C2F)[N+](=O)[O-])F)COCC[Si](C)(C)C 3-bromo-4-(2,6-difluoro-4-nitrophenoxy)-1-{[2-(trimethylsilyl)ethoxy]methyl}-1H-pyrrolo[2,3-b]pyridine